tert-butyl (R)-4-(4-ethoxy-5-((8-fluoro-2-methylimidazo[1,2-a]pyridin-6-yl)carbamoyl)pyrimidin-2-yl)-2-methylpiperazine-1-carboxylate C(C)OC1=NC(=NC=C1C(NC=1C=C(C=2N(C1)C=C(N2)C)F)=O)N2C[C@H](N(CC2)C(=O)OC(C)(C)C)C